FC(F)(F)N1N=NC=C1 (trifluoromethyl)-1H-triazole